lactoyl-tryptophan C(C(O)C)(=O)N[C@@H](CC1=CNC2=CC=CC=C12)C(=O)O